N-(3,4-dichloro-2-fluorophenyl)-6-(3-fluoropyrrolidin-3-yl)quinazolin-4-amine ClC=1C(=C(C=CC1Cl)NC1=NC=NC2=CC=C(C=C12)C1(CNCC1)F)F